ClC1=CC=C(OCC(=O)NCC2CCN(CC2)CCCOC2=CC=C(C=C2)Cl)C=C1 2-(4-Chlorophenoxy)-N-((1-(3-(4-chlorophenoxy)propyl)piperidin-4-yl)methyl)acetamid